5-bromo-6-isopropoxy-2-((tetrahydrofuran-3-yl)methyl)-2H-pyrazolo[3,4-b]pyridine BrC1=CC=2C(N=C1OC(C)C)=NN(C2)CC2COCC2